(R)-2-(2-((6-(1-aminoisoquinolin-7-yl)-2,3-dihydro-1H-inden-1-yl)oxy)-4-fluorophenyl)acetic acid NC1=NC=CC2=CC=C(C=C12)C1=CC=C2CC[C@H](C2=C1)OC1=C(C=CC(=C1)F)CC(=O)O